N-((4-(3-cyclopropyl-1,2,4-oxadiazol-5-yl)bicyclo[2.2.2]octan-1-yl)methyl)-3-fluoro-N-(3-(2-methoxypyrimidin-4-yl)phenyl)bicyclo[1.1.1]pentane-1-carboxamide C1(CC1)C1=NOC(=N1)C12CCC(CC1)(CC2)CN(C(=O)C21CC(C2)(C1)F)C1=CC(=CC=C1)C1=NC(=NC=C1)OC